C(C)(C)(C)NS(=O)(=O)C1=CC=C(C=C1)NC(C(CC1=CC=CC=C1)C=1OC(=NN1)C1=CC=C(C=C1)F)=O N-(4-(N-(tert-butyl)sulfamoyl)phenyl)-2-(5-(4-fluorophenyl)-1,3,4-oxadiazol-2-yl)-3-phenylpropanamide